tert-butyl N-[(1S,3R)-3-{[8-bromo-4-({[4-(pyridin-2-yl)phenyl]methyl}amino)pyrazolo[1,5-a][1,3,5]triazin-2-yl]amino}cyclohexyl]carbamate BrC=1C=NN2C1N=C(N=C2NCC2=CC=C(C=C2)C2=NC=CC=C2)N[C@H]2C[C@H](CCC2)NC(OC(C)(C)C)=O